4-((9H-fluoren-2-yl)amino-2-(naphthalen-2-yl)quinazolin-6-yl)-4-(tert-butyl)benzamide C1=C(C=CC=2C3=CC=CC=C3CC12)NC1=NC(=NC2=CC=C(C=C12)C1(CC=C(C(=O)N)C=C1)C(C)(C)C)C1=CC2=CC=CC=C2C=C1